C1(=CC=CC=C1)NC1=C2CC(CN(C2=CC=C1)C1=CC=C(C=C1)C(F)(F)F)NC(C=C)=O N-(5-(phenylamino)-1-(4-(trifluoromethyl)phenyl)-1,2,3,4-tetrahydroquinolin-3-yl)acrylamide